3-(5,7-difluoro-4-oxo-1H-quinolin-2-yl)-4-(trifluoromethylthio)benzonitrile FC1=C2C(C=C(NC2=CC(=C1)F)C=1C=C(C#N)C=CC1SC(F)(F)F)=O